CC(C=CC1=C(C=C(C=C1)C1=NNC(OC1)=O)C(F)(F)F)(C)C 5-{4-[3,3-dimethylbut-1-en-1-yl]-3-(trifluoromethyl)phenyl}-3,6-dihydro-2H-1,3,4-oxadiazin-2-one